ClC1=CC=C(C(=N1)C(=O)O)N[C@H](C)C1=CC(=CC=2C(N3C(=NC12)C1=CC(=CC=C1C3)Cl)=O)C (R)-6-chloro-3-((1-(3-chloro-8-methyl-10-oxo-10,12-dihydroisoindolo[1,2-b]quinazolin-6-yl)ethyl)amino)picolinic acid